C1CCC2C3CCC(C12)C3 octahydro-4,7-methanoinden